CC1=CC(=NN1C1=NC(=CC=C1OC1COC1)N1C=NC2=C1C=C(C=C2)NC=2N=NC(=CC2)C)C#N 5-methyl-1-[6-[6-[(6-methylpyridazin-3-yl)amino]benzimidazol-1-yl]-3-(oxetan-3-yloxy)-2-pyridyl]pyrazole-3-carbonitrile